CC1=NOC(=C1NC(=O)O[C@H](C)C1=CC=CC=C1)C1CC2(CN(C2)C2=CC=C(C=C2)C2(CC2)C(=O)OC)C1 methyl 1-(4-{6-[3-methyl-4-({[(1R)-1-phenylethoxy]carbonyl}amino)-1,2-oxazol-5-yl]-2-azaspiro[3.3]heptan-2-yl}phenyl)cyclopropane-1-carboxylate